ClC=1CC(C(CC1)C(=O)OCC=C)C(=O)OCC=C diallyl 4-chloro-4-cyclohexene-1,2-dicarboxylate